N-(2-Aminophenyl)-4-((5-(3-(4-(prop-2-yn-1-yl)piperazin-1-yl)propoxy)-1H-indol-1-yl)sulfonyl)benzamide NC1=C(C=CC=C1)NC(C1=CC=C(C=C1)S(=O)(=O)N1C=CC2=CC(=CC=C12)OCCCN1CCN(CC1)CC#C)=O